((hept-6-yn-1-yloxy)methyl)-1-methyl-1H-pyrazole-5-carboxylic acid hept-6-yn-1-yl ester sodium hydride [H-].[Na+].C(CCCCC#C)OC(=O)C1=CC(=NN1C)COCCCCCC#C